N1(N=CC=C1)CC=1C=CC(=NC1OC)C(=O)NS(=O)(=O)C1=C(C=C(C=C1OC)Br)OC 5-((1H-pyrazol-1-yl)methyl)-N-((4-bromo-2,6-dimethoxyphenyl)sulfonyl)-6-methoxypicolinamide